FC(C(NC1=CC=C(C=C1)C1=CC2=C(N=CN=C2N2CCOCC2)N1)C1CCN(CC1)C1CCN(CC1)C(C=C)=O)(F)F 1-(4-(2,2,2-trifluoro-1-((4-(4-morpholino-7H-pyrrolo[2,3-d]pyrimidin-6-yl)phenyl)amino)ethyl)-[1,4'-bipiperidin]-1'-yl)prop-2-en-1-one